(E)-4-benzylidene-5-(o-tolyl)tetrahydro-2H-pyran-2-one C(/C1=CC=CC=C1)=C\1/CC(OCC1C1=C(C=CC=C1)C)=O